1,5,2,4-dioxadithiane 2,2,4,4-tetroxide O1S(CS(OC1)(=O)=O)(=O)=O